ClC1=NC(=CC=C1CC#N)OC 2-(2-chloro-6-methoxypyridin-3-yl)acetonitrile